2-phenoxytetrahydrofuran O(C1=CC=CC=C1)C1OCCC1